C(C)(C)(C)OC(=O)NCCC(CC(=O)O)(C)O 5-(tert-Butoxycarbonylamino)-3-hydroxy-3-methyl-pentanoic acid